CC=1C=CC2=C(N(C(=N2)C2=CC=C(C=C2)[N+](=O)[O-])CCC2=CC=C(C=C2)C)C1 6-methyl-1-(4-methylphenylethyl)-2-(4-nitrophenyl)-1H-benzo[d]imidazole